1-benzyl-N-{6,7-dimethoxy-1H,2H,3H-cyclopenta[b]quinolin-9-yl}piperidin-4-amine C(C1=CC=CC=C1)N1CCC(CC1)NC1=C2C(=NC=3C=C(C(=CC13)OC)OC)CCC2